3-(trimethyloxysilyl)-1-propyl mercaptan CO[Si](CCCS)(OC)OC